FC=1C=C(C=C(C1)F)C=1C=NC2=CC=C(C=C2C1N1CCC(CC1)N)C=1C=NC=C(C1C=NO)F 1-[3-(3,5-Difluorophenyl)-6-{5-fluoro-4-[(hydroxyimino)methyl]pyridin-3-yl}chinolin-4-yl]piperidin-4-amin